4-bromo-1-((2,2-dimethyl-1,3-dioxolan-4-yl)methyl)-1H-pyrazole BrC=1C=NN(C1)CC1OC(OC1)(C)C